3-(1-ethoxyethoxy)-3-methylbutane magnesium bromide [Br-].[Mg+2].C(C)OC(C)OC(CC)(C)C.[Br-]